CN1C[C@H](CCC1)NC(=O)C=1N=C(SC1)C=1C=NN(C1)C1=CC=CC=C1 N-[(3S)-1-methylpiperidin-3-yl]-2-(1-phenyl-1H-pyrazol-4-yl)-1,3-thiazole-4-carboxamide